[C@H]12CC(C[C@H](CC1)N2)N(C2=CC=C(N=N2)C2=CC=C(C(N2)=O)N2N=CC=C2)C 6-[6-[(1R,3S,5S)-8-azabicyclo[3.2.1]octan-3-yl(methyl)amino]pyridazin-3-yl]-3-(pyrazol-1-yl)-1H-pyridin-2-one